4-fluoro-5-[1-(2H3)methyl-1H-pyrazol-4-yl]-2-{3-[(3S)-3-(propan-2-yl)piperazin-1-yl]-1,2,4-triazin-6-yl}phenol FC1=CC(=C(C=C1C=1C=NN(C1)C([2H])([2H])[2H])O)C1=CN=C(N=N1)N1C[C@@H](NCC1)C(C)C